2,2,2-trifluoro-N-(4-(1-hydroxycyclobutyl)phenyl)acetamide sodium [Na].FC(C(=O)NC1=CC=C(C=C1)C1(CCC1)O)(F)F